ClC1=C(C(=CC(=C1)C1=CN=C2N1C=CC(=C2)C=2C=NN(C2)C)Cl)C=2OC(=NN2)CC 2-(2,6-dichloro-4-(7-(1-methyl-1H-pyrazol-4-yl)imidazo[1,2-a]pyridin-3-yl)phenyl)-5-ethyl-1,3,4-oxadiazole